ClC1=C(C=CC=C1NC1=NC=CC(=C1F)CN1CCC(CC1)C(=O)OC)C1=C(C(=CC=C1)NC=1C2=C(N=C(N1)C(F)F)C=C(C=N2)C=C)Cl methyl 1-((2-((2,2'-dichloro-3'-((2-(difluoromethyl)-7-vinylpyrido[3,2-d]pyrimidin-4-yl)amino)-[1,1'-biphenyl]-3-yl)amino)-3-fluoropyridin-4-yl)methyl)piperidine-4-carboxylate